(S)-N-(5-(2-(1-cyclopropylethyl)-7-ethyl-1-oxoisoindol-5-yl)-1-methyl-1H-pyrazol-3-yl)acetamide C1(CC1)[C@H](C)N1C(C2=C(C=C(C=C2C1)C1=CC(=NN1C)NC(C)=O)CC)=O